2-(4-carbamoyl-3-fluorophenyl)acetic acid C(N)(=O)C1=C(C=C(C=C1)CC(=O)O)F